5-(4-fluorophenyl)-2,3-dimethyl-7-[4-(trifluoromethoxy)phenyl]pyrido[2,3-d]pyridazin-8-one FC1=CC=C(C=C1)C=1C2=C(C(N(N1)C1=CC=C(C=C1)OC(F)(F)F)=O)N=C(C(=C2)C)C